rac-(6R,8S)-4-chloro-8-[(4-methoxyphenyl)methoxy]-6-methyl-5,6,7,8-tetrahydroquinoline ClC1=CC=NC=2[C@H](C[C@@H](CC12)C)OCC1=CC=C(C=C1)OC |r|